ethyl (E)-3-(6-amino-5-carbamoyl-4'-sulfamoyl-[1,1'-biphenyl]-3-yl)acrylate NC1=C(C=C(C=C1C1=CC=C(C=C1)S(N)(=O)=O)/C=C/C(=O)OCC)C(N)=O